1-((4-(((1r,3r)-3-methoxycyclobutyl)amino)pyrimidin-2-yl)methyl)-4-(1-(4-(trifluoromethyl)phenyl)-1H-indazol-3-yl)pyridin-2(1H)-one COC1CC(C1)NC1=NC(=NC=C1)CN1C(C=C(C=C1)C1=NN(C2=CC=CC=C12)C1=CC=C(C=C1)C(F)(F)F)=O